bis((2-bromoethyl)amino)phosphinic acid 6-([1,1'-biphenyl]-4-yloxy)-5-nitro-2,3-dihydro-1H-inden-1-yl ester C1(=CC=C(C=C1)OC1=C(C=C2CCC(C2=C1)OP(=O)(NCCBr)NCCBr)[N+](=O)[O-])C1=CC=CC=C1